lithium 2-(1-(3-(trifluoromethyl)phenyl)azetidin-3-yl)acetate FC(C=1C=C(C=CC1)N1CC(C1)CC(=O)[O-])(F)F.[Li+]